aminoethyl-benzoic acid NCCC1=C(C(=O)O)C=CC=C1